NC=1C=C(C=CC1N(CCCC)CCCC)/C(=C/C(=O)OC(C)(C)C)/C (1de)-(E)-tert-butyl 3-(3-amino-4-(di-n-butylamino) phenyl)-2-butenoate